(R)-3-amino-1-Boc-piperidine N[C@H]1CN(CCC1)C(=O)OC(C)(C)C